C(CCC)NC1=NC(=NC(=N1)O)[S-].[Na+] sodium 2-butylamino-4-hydroxy-1,3,5-triazine-6-thiolate